1-(pyridin-4-yl)piperidin-4-amine N1=CC=C(C=C1)N1CCC(CC1)N